Cl.COC(=O)C1(CCNCC1)F 4-fluoropiperidine-4-carboxylic acid methyl ester HCl salt